C(C)(C)(C)OC(=O)N1C(CC(CC1)C1=CC2=C(NC(O2)=O)C=C1)=O 2-oxo-4-(2-oxo-3H-1,3-benzoxazol-6-yl)piperidine-1-carboxylic acid tert-butyl ester